F[C@@H]1[C@H]2CC[C@@H](C[C@@H]1N(C)C=1N=NC(=CN1)C1=C(C=C(C=C1)C=1C=NNC1)O)N2C(=O)OC(C)(C)C tert-butyl (1R,2S,3S,5S)-2-fluoro-3-((6-(2-hydroxy-4-(1H-pyrazol-4-yl)phenyl)-1,2,4-triazin-3-yl)(methyl)amino)-8-azabicyclo[3.2.1]octane-8-carboxylate